C1C(CC12CNCC2)OC2=NC=CC(=C2)C2=CC=C1C(=N2)N2C(=N1)CC[C@@H]2C2=CC=CC=C2 (R)-2-(2-(6-azaspiro[3.4]octan-2-yloxy)pyridin-4-yl)-8-phenyl-7,8-dihydro-6H-pyrrolo[2',1':2,3]imidazo[4,5-b]pyridine